Para-fluoropropiophenone FC1=CC=C(C=C1)C(CC)=O